COC=1C=C(C=C(C1)OC)N(C=1C=C2N=C(C=NC2=CC1)C=1C=NN(C1)C)CC(=O)NC(C)C 2-{N-(3,5-dimethoxyphenyl)-N-[3-(1-methyl-1H-pyrazol-4-yl)quinoxalin-6-yl]amino}-N-isopropylacetamide